N-((5-chloro-6-(isoxazol-3-ylmethoxy)-1H-indol-2-yl)methyl)-1-methylcyclopropane-1-carboxamide ClC=1C=C2C=C(NC2=CC1OCC1=NOC=C1)CNC(=O)C1(CC1)C